C(C)C(COC)(COC)CCC 2-ethyl-2-n-propyl-1,3-dimethoxypropane